5-(2-((5-(1,4-diazepan-1-yl)pyridin-2-yl)amino)-5-fluoropyrimidin-4-yl)-N-cyclopentyl-4-methylthiazol-2-amine N1(CCNCCC1)C=1C=CC(=NC1)NC1=NC=C(C(=N1)C1=C(N=C(S1)NC1CCCC1)C)F